3-allyl-8-((2-chlorothiazol-5-yl)methyl)pyrido[2,3-d]pyrimidine-2,4(3h,8h)-dione C(C=C)N1C(N=C2C(C1=O)=CC=CN2CC2=CN=C(S2)Cl)=O